β-glutamate NC(CC(=O)[O-])CC(=O)[O-]